OC1=CC(=CC(=C1[O-])OC)C=1OC2=CC(=CC(=C2C(C1O)=O)O)O 6-hydroxy-2-methoxy-4-(3,5,7-trihydroxy-4-oxo-4H-chromen-2-yl)phenolate